N1(CCNCC1)C1=C(C=C(C#N)C=C1)NC1=NC=CC=N1 4-(piperazin-1-yl)-3-(pyrimidin-2-ylamino)benzonitrile